CC1=CC=CC=N1 6-methylpyridine